3-(5-((2-methoxybenzyl)-amino)-2-methyl-4-oxoquinazolin-3(4H)-yl)piperidine-2,6-dione COC1=C(CNC2=C3C(N(C(=NC3=CC=C2)C)C2C(NC(CC2)=O)=O)=O)C=CC=C1